N1(C=CC=C1)C=1C=C(C=CC1)C(CC(=O)O)N1N=CC2=CC(=CC=C12)OCCC1=NC=2NCCCC2C=C1 3-(3-(1H-pyrrol-1-yl)phenyl)-3-(5-(2-(5,6,7,8-tetrahydro-1,8-naphthyridin-2-yl)ethoxy)-1H-indazol-1-yl)propionic acid